1,5-Dimethyl-4-[2-methyl-4-(2-methyl-1,3-thiazol-4-yl)benzenesulfonyl]-1,2,3,4-tetrahydroquinoxaline CN1CCN(C2=C(C=CC=C12)C)S(=O)(=O)C1=C(C=C(C=C1)C=1N=C(SC1)C)C